trans-dideoxycytidine [C@@H]1(CC[C@@H](CO)O1)N1C(=O)N=C(N)C=C1